Boc-(4-aminophenyl)acetic acid C(=O)(OC(C)(C)C)C(C(=O)O)C1=CC=C(C=C1)N